COC=1C=C(C=CC1OC)[C@@H](C)NC(C1=C(C=CC(=C1)N1CCNCC1)CCCO)=O N-[(1R)-1-(3,4-Dimethoxyphenyl)ethyl]-2-(3-hydroxypropyl)-5-piperazin-1-yl-benzamide